C(=C)C12OCC(CC1)(CC2)C(=O)N[C@H]2C[C@H](CCC2)NC2=CC(=NC1=CC=CC=C21)C(F)(F)F 1-vinyl-N-[(1r,3s)-3-{[2-(trifluoromethyl)quinolin-4-yl]amino}cyclohexyl]-2-oxabicyclo[2.2.2]octane-4-carboxamide